tert-Butyl (S)-3-((4-(6-(dimethylphosphoryl)-1H-pyrrolo[2,3-b]pyridin-3-yl)-5-(trifluoro Methyl)pyrimidin-2-yl)amino)piperidine-1-carboxylate CP(=O)(C)C1=CC=C2C(=N1)NC=C2C2=NC(=NC=C2C(F)(F)F)N[C@@H]2CN(CCC2)C(=O)OC(C)(C)C